C1(CCCCC1)P(C1=C(C=CC=C1OC(C)C)OC(C)C)C1CCCCC1 dicyclohexyl-[2,6-bis(propan-2-yloxy)phenyl]phosphane